(6-chloropyridazin-3-yl)-2-(6-methylpyridin-2-yl)acetamide ClC1=CC=C(N=N1)C(C(=O)N)C1=NC(=CC=C1)C